[Na].ClC1=C(C[C@@H]2N(OCC2)C2=CC(=NC=N2)NC=2C(=CC(=C(C2)NC(C=C)=O)N2CCC(CC2)N2C[C@@H](N(CC2)C2CC2)C)OC)C=CC=C1F N-(5-((6-((S)-3-(2-chloro-3-fluorobenzyl)isoxazolidine-2-yl)pyrimidine-4-yl)amino)-2-(4-((S)-4-cyclopropyl-3-methylpiperazine-1-yl)piperidine-1-yl)-4-methoxyphenyl)acrylamide sodium